tert-butyl 1-(2-(2-(((2R,7aR)-7a-(hydroxymethyl)hexahydro-1H-pyrrolizin-2-yl)oxy)-N-methylacetamido)ethyl)-3,8-diazabicyclo[3.2.1]octane-8-carboxylate OC[C@@]12CCCN2C[C@@H](C1)OCC(=O)N(C)CCC12CNCC(CC1)N2C(=O)OC(C)(C)C